C(C)(C)(C)OC(=O)N1CCN(CC1)C1=C(C=C(C=C1)N)CC#N 4-(4-Amino-2-(cyanomethyl)phenyl)piperazine-1-carboxylic acid tert-butyl ester